N-[3-(6-chloro-1,3-benzothiazol-2-yl)-1-bicyclo[1.1.1]pentanyl]-5-cyclopropylsulfinyl-furan-2-carboxamide ClC1=CC2=C(N=C(S2)C23CC(C2)(C3)NC(=O)C=3OC(=CC3)S(=O)C3CC3)C=C1